5-hydroxybiphenyl-amine OC1=CC=C(C(=C1)C1=CC=CC=C1)N